C1(CC1)C1=NN(C=C1C=1C=NC2=CC=C(C=C2N1)C1CN(C1)C(=O)OC(C)(C)C)[C@@H]1C[C@H](C1)COS(=O)(=O)C1=CC=C(C)C=C1 tert-butyl 3-(3-(3-cyclopropyl-1-(trans-3-((tosyloxy)methyl)cyclobutyl)-1H-pyrazol-4-yl)quinoxalin-6-yl)azetidine-1-carboxylate